phosphorus di(3-methylphenyl) oxide CC=1C=C(C=CC1)OC1=CC(=CC=C1)C.[P]